Ethyl 1-cyclopropyl-5-(4-fluorophenyl)-4-oxo-1,4-dihydropyridazine-3-carboxylate C1(CC1)N1N=C(C(C(=C1)C1=CC=C(C=C1)F)=O)C(=O)OCC